C(C)(C)(C)N(C(O)=O)C(C)C1=NC=C(C=C1F)F tert-butyl-(1-(3,5-difluoropyridin-2-yl)ethyl)carbamic acid